C(C)C1(C=2C(N(C=3C(C(CC(C13)=O)(C)C)F)COCC[Si](C)(C)C)=NN(C2)COCC[Si](C)(C)C)C2=CC(=CC=C2)B2OC(C(O2)(C)C)(C)C 4-ethyl-8-fluoro-7,7-dimethyl-4-(3-(4,4,5,5-tetramethyl-1,3,2-dioxaborolan-2-yl)phenyl)-2,9-bis((2-(trimethylsilyl)ethoxy)methyl)-2,4,6,7,8,9-hexahydro-5H-pyrazolo[3,4-b]quinolin-5-one